2-((4-tert-Butylbenzyl)amino)leucine ethyl ester C(C)OC([C@@](N)(CC(C)C)NCC1=CC=C(C=C1)C(C)(C)C)=O